C(\C=C\C1=CC=CC=C1)(=O)N1C[C@@H](CC1)N1C(N(C=2C=NC=CC21)C2=CC=C(C=C2)OC2=CC=CC=C2)=O (R,E)-1-(1-cinnamoylpyrrolidin-3-yl)-3-(4-phenoxyphenyl)-1H-imidazo[4,5-c]pyridin-2(3H)-one